C(C)C1=NNC(=C1)NC(C1=C(N=C(C=C1)C(F)(F)F)Cl)=O N-(3-ethyl-1H-pyrazol-5-yl)-2-chloro-6-(trifluoromethyl)nicotinamide